2-[1-(3-bromophenyl)-1,2,3,4-tetrahydroisoquinolin-2-yl]-N-(2-hydroxyphenyl)-5-methoxy-1-methyl-6-oxo-1,6-dihydropyrimidine-4-carboxamide BrC=1C=C(C=CC1)C1N(CCC2=CC=CC=C12)C=1N(C(C(=C(N1)C(=O)NC1=C(C=CC=C1)O)OC)=O)C